C(C)(C)(C)OC(=O)N1CC(C1)OC1CN(CC1O)C(=O)[O-] 3-((1-(tert-butoxycarbonyl)azetidin-3-yl)oxy)-4-hydroxypyrrolidine-1-carboxylate